NC1=C(SC2=NC(=C(C=C21)F)C)C(=O)NC2CC=1C=CC(=NC1CC2)N2CC(C(C2)CF)NCC 3-amino-N-{2-[3-(ethylamino)-4-(fluoromethyl)pyrrolidin-1-yl]-5,6,7,8-tetrahydroquinolin-6-yl}-5-fluoro-6-methylthieno[2,3-b]pyridine-2-carboxamide